2,4-dibromo-N-methoxy-N-methylthiazole-5-carboxamide BrC=1SC(=C(N1)Br)C(=O)N(C)OC